4-[3-[2,6-Dichloro-4-(4-methoxy-2-methyltriazolo[4,5-c]pyridin-7-yl)benzoyl]-2,4-dihydro-1,3-benzoxazin-8-yl]-5-fluoro-2-(3-oxa-8-azabicyclo[3.2.1]octan-8-yl)benzoic acid ClC1=C(C(=O)N2COC3=C(C2)C=CC=C3C3=CC(=C(C(=O)O)C=C3F)N3C2COCC3CC2)C(=CC(=C1)C=1C=2C(C(=NC1)OC)=NN(N2)C)Cl